C1(CC1)C1=C(C(=NO1)C1=C(C=CC=C1)C(F)(F)F)C1=CC2(C1)CCN(CC2)C=2C=C1C(=CC(=NC1=CC2)C(=O)NS(=O)(=O)C)OC(F)F 6-(2-(5-cyclopropyl-3-(2-(trifluoromethyl)phenyl)isoxazol-4-yl)-7-azaspiro[3.5]non-1-en-7-yl)-4-(difluoromethoxy)-N-(methylsulfonyl)quinoline-2-carboxamide